methyl 2-(1-((2-methoxy-2-oxoethyl)(4-methoxybenzyl)amino)cyclobutyl)acetate COC(CN(C1(CCC1)CC(=O)OC)CC1=CC=C(C=C1)OC)=O